BrC=1C(=CC(=NC1)Cl)C=C 5-bromo-2-chloro-4-vinylpyridine